C(C1=CC=CC=C1)(=O)[C@H]1[C@@H](C12C(C1=CC=CC=C1C2=O)=O)C2=C(C=CC(=C2)OC)OC (2S,3R)-2-benzoyl-3-(2,5-dimethoxyphenyl)spiro[cyclopropane-1,2'-indene]-1',3'-dione